C12CC(=CC(CC1)N2)C=2C1=C(N=C(N2)OCC23CCCN3CCC2)C(=C(N=C1)C1=CC(=CC2=CC=CC(=C12)CC)O)F (±)-4-(4-(8-azabicyclo[3.2.1]oct-3-en-3-yl)-8-fluoro-2-((hexahydro-1H-pyrrolizin-7a-yl)methoxy)pyrido[4,3-d]pyrimidin-7-yl)-5-ethylnaphthalen-2-ol